BrC1=C(C(=CC(=C1)F)F)OCC 1-bromo-2-ethoxy-3,5-difluorobenzene